ClC1=C2C(=CNC2=CC=C1)CCNC(C1=C(C=C(C=C1)C)O)=O N-(2-(4-chloro-1H-indol-3-yl)ethyl)-2-hydroxy-4-methylbenzamide